1-(2-Difluoromethyl-pyridin-4-yl)-pyrrolidine-3(R)-carboxylic acid methyl ester COC(=O)[C@H]1CN(CC1)C1=CC(=NC=C1)C(F)F